hydroxy(nitro(nitroso)methyl)carbamic acid ON(C(O)=O)C(N=O)[N+](=O)[O-]